COC1=CC=C(CN(S(=O)(=O)C2=C(C=C(CN3C(=C(C=C3C3=CC=C(C=C3)OC(F)(F)F)C=3SC(=C(N3)C(=O)OC)C)CC3CC3)C=C2)F)CC2=CC=C(C=C2)OC)C=C1 methyl 2-(1-(4-(N,N-bis(4-methoxybenzyl) sulfamoyl)-3-fluorobenzyl)-2-(cyclopropylmethyl)-5-(4-(trifluoromethoxy) phenyl)-1H-pyrrol-3-yl)-5-methylthiazole-4-carboxylate